C(=O)(O)[C@@H](CC=1C=CC2=C(SC(=C2)CN(CC=2C=C(C=CC2)C[C@H](C(=O)O)[C@@H]2CNCC2)CC=2C=C(C=CC2)C[C@H](C(=O)O)[C@@H]2CNCC2)C1)[C@@H]1CNCC1 (2S,2'S)-3,3'-(((((6-((S)-2-carboxy-2-((R)-pyrrolidin-3-yl)ethyl)benzo[b]thiophen-2-yl)methyl)azanediyl)bis(methylene))bis(3,1-phenylene))bis(2-((R)-pyrrolidin-3-yl)propanoic acid)